1-(4-((2-iodo-5-methoxy-1-(2,2,2-trifluoroethyl)-1H-indol-4-yl)amino)piperidin-1-yl)-3-methoxypropan-2-ol IC=1N(C2=CC=C(C(=C2C1)NC1CCN(CC1)CC(COC)O)OC)CC(F)(F)F